tert-butyl 4-(5-(3-(3,4-dimethoxyphenyl)propanoyl)pyridin-3-ylamino)-4-oxobutanoate COC=1C=C(C=CC1OC)CCC(=O)C=1C=C(C=NC1)NC(CCC(=O)OC(C)(C)C)=O